(S)-α-methylserine methyl ester COC([C@@](N)(CO)C)=O